C(C)OCOC1=C(C=CC(=C1F)C#C)C1=NN=C(C2=CC=CC=C12)NC1COCC1 4-(2-(ethoxymethoxy)-4-ethynyl-3-fluorophenyl)-N-(tetrahydrofuran-3-yl)phthalazin-1-amine